tert-butyl 4-[[(2S)-2-methyl-4-[6-[5-(1-methylcyclopropoxy)-1H-indazol-3-yl]pyrimidin-4-yl]piperazin-1-yl]methyl]piperidine-1-carboxylate C[C@@H]1N(CCN(C1)C1=NC=NC(=C1)C1=NNC2=CC=C(C=C12)OC1(CC1)C)CC1CCN(CC1)C(=O)OC(C)(C)C